ammonium aurous cyanide [Au]C#N.[NH4+]